2-methyl-5-(3-(trifluoromethyl)phenyl)-N-(3-(piperidin-1-ylmethyl)-1,2,4-thiadiazol-5-yl)furan-3-carboxamide CC=1OC(=CC1C(=O)NC1=NC(=NS1)CN1CCCCC1)C1=CC(=CC=C1)C(F)(F)F